ClC=1C(=NC(=NC1)NC1CCOCC1)C1=CC=C2CN(C(C2=C1)=O)CC(=O)NCC1=CC=C2C=CN(C2=C1)C 2-(6-{5-chloro-2-[(oxan-4-yl)amino]pyrimidin-4-yl}-1-oxo-2,3-dihydro-1H-isoindol-2-yl)-N-[(1-methyl-1H-indol-6-yl)methyl]acetamide